ClC1=CC2=C(N=CN(C2=O)CC2(CCN(CC2)C(C2=CC=C(C=C2)C(F)F)=O)O)N1C1=CC(=C(C=C1)[C@@H]1NC[C@H](OC1)C)C 6-chloro-3-((1-(4-(difluoromethyl)benzoyl)-4-hydroxypiperidin-4-yl)methyl)-7-(3-methyl-4-((3s,6r)-6-methylmorpholin-3-yl)phenyl)-3,7-dihydro-4H-pyrrolo[2,3-d]pyrimidin-4-one